tert-butyl (4-phenylpiperidin-4-yl)carbamate C1(=CC=CC=C1)C1(CCNCC1)NC(OC(C)(C)C)=O